5-(4-chloro-6-(4-methoxyphenyl)pyridin-2-yl)furan-2-carbaldehyde ClC1=CC(=NC(=C1)C1=CC=C(C=C1)OC)C1=CC=C(O1)C=O